[I-].CC=[N+]=CC N,N-dimethylmethyleneammonium iodide